4-allyltoluene C(C=C)C1=CC=C(C)C=C1